CC1=C(C=CC(=C1)C(C)(CC(C)(C)C)C)O 2-methyl-4-(2,4,4-trimethylpentan-2-yl)phenol